3-dimethylaminoformyloxypyridine CN(C)C(=O)OC=1C=NC=CC1